ClC1=CC(=C(C=C1)C1=CC(=CN2C1=NC(=C(C2=O)C)C)N2C[C@@H](C(CC2)(F)F)C=2C=NN(C2)C)F 9-(4-chloro-2-fluoro-phenyl)-7-[(3S)-4,4-difluoro-3-(1-methylpyrazol-4-yl)-1-piperidyl]-2,3-dimethyl-pyrido[1,2-a]pyrimidin-4-one